NCC1=C(C=C(C#N)C=C1)Cl 4-(aminomethyl)-3-chlorobenzonitrile